C(C1=CC=CC=C1)OC1=C(C(=C(C=O)C=C1Cl)OCOC)C 4-benzyloxy-5-chloro-2-(methoxymethyloxy)-3-methylbenzaldehyde